Butyl (3-(3-(tert-butyl)-4-fluorophenyl)cyclobutyl)(methyl)carbamate C(C)(C)(C)C=1C=C(C=CC1F)C1CC(C1)N(C(OCCCC)=O)C